(2,6-dioxo-3-piperidinyl)-5-(5-hydroxypent-1-ynyl)isoindoline-1,3-dione O=C1NC(CCC1N1C(C2=CC=C(C=C2C1=O)C#CCCCO)=O)=O